CC1=NC(=CC(=N1)N[C@@H](C)C=1C=C(C=CC1)C=1C=CC=NC1)C=1C=CC2=C(C(=CO2)C)C1 5-{3-[(1S)-1-{[2-methyl-6-(3-methyl-1-benzofuran-5-yl)pyrimidin-4-yl]amino}ethyl]phenyl}pyridin